dihydro-2H-[1,4'-bipyridine] N1(CCCC=C1)C1=CC=NC=C1